6,7-dimethoxy-1,2,3,4-tetrahydroisoquinoline sulfate S(=O)(=O)(O)O.COC=1C=C2CCNCC2=CC1OC